(S)-2'-chloro-N-(5-(3-fluorotetrahydrofuran-3-yl)-1,3,4-thiadiazol-2-yl)-5'-methoxy-6-methyl-(4,4'-bipyridine)-3-carboxamide ClC1=NC=C(C(=C1)C1=C(C=NC(=C1)C)C(=O)NC=1SC(=NN1)[C@]1(COCC1)F)OC